7-(2-(5-(4-amino-5-(1-methyl-1H-pyrazol-3-yl)-7H-pyrrolo[2,3-d]pyrimidin-7-yl)pyridin-3-yl)ethyl)-N-methylquinolin-2-amine NC=1C2=C(N=CN1)N(C=C2C2=NN(C=C2)C)C=2C=C(C=NC2)CCC2=CC=C1C=CC(=NC1=C2)NC